O[C@H]1[C@@H](CC1)N1C(C(=CC(=C1)C(F)(F)F)NC=1N(C=2C(=NC=C(C2OC)OC=2C=NN3C2C=NC=C3)N1)C)=O 1-((1R,2R)-2-hydroxycyclobutyl)-3-((7-methoxy-1-methyl-6-(pyrazolo[1,5-a]pyrazin-3-yloxy)-1H-imidazo[4,5-b]pyridin-2-yl)amino)-5-(trifluoromethyl)pyridin-2(1H)-one